C(C)(C)C1=C(C=CC=C1)N1/C(/SC(=CC1=O)C1=CC=CC=C1)=N/C(C1=CC(=CC=C1)OC)=O (Z)-N-(3-(2-isopropylphenyl)-4-keto-6-phenyl-3,4-dihydro-2H-1,3-thiazin-2-ylidene)-3-methoxybenzamide